3-Iodo-2-(trifluoromethyl)-8-vinyl-4H-pyrido[1,2-a]pyrimidin-4-one IC1=C(N=C2N(C1=O)C=CC(=C2)C=C)C(F)(F)F